9-(1,1-dioxotetrahydro-2H-thiopyran-4-yl)-7-methyl-2-((7-methylquinolin-6-yl)amino)-7,9-dihydro-8H-purin-8-one O=S1(CCC(CC1)N1C2=NC(=NC=C2N(C1=O)C)NC=1C=C2C=CC=NC2=CC1C)=O